FC(C1=NN=C(O1)C1=CN=C(S1)CN(S(=O)(=O)CC)C=1C=NC=C(C1)OCC(C)(F)F)F N-({5-[5-(difluoromethyl)-1,3,4-oxadiazol-2-yl]-1,3-thiazol-2-yl}methyl)-N-[5-(2,2-difluoropropoxy)pyridin-3-yl]ethane-1-sulfonamide